O[C@@H](COC1=NC=C(C=N1)NC(O[C@H](C)[C@H](C)OC1=CC2=C(N=C(S2)C=2C=C(C=C3C=C(C=NC23)OC)Cl)C(=C1F)Cl)=O)C (2R,3S)-3-((4-chloro-2-(6-chloro-3-methoxyquinolin-8-yl)-5-fluorobenzo[d]thiazol-6-yl) oxy)butan-2-yl (2-((R)-2-hydroxypropoxy)pyrimidin-5-yl)carbamate